C(#N)CCNC(=O)C1=CC2=C(N=CN2)C=C1 benzoimidazole-5-carboxylic acid (2-cyano-ethyl)-amide